2-(1H-indol-3-yl)-6-methoxy-7-(3-(pyrrolidin-1-yl)propoxy)-N-(tetrahydro-2H-pyran-3-yl)quinazolin-4-amine N1C=C(C2=CC=CC=C12)C1=NC2=CC(=C(C=C2C(=N1)NC1COCCC1)OC)OCCCN1CCCC1